Methyl 6,6-dimethyl-5,6-dihydrobenzo[f]imidazo[1,5-d][1,4]oxazepine-10-carboxylate CC1(OC2=C(C=3N(C1)C=NC3)C=C(C=C2)C(=O)OC)C